N(=C=S)CCCC1=CC=C(C=C1)S(=O)(=O)N 4-(3-isothiocyanato)propylbenzenesulfonamide